N-((2-(4-chlorophenyl)oxazol-5-yl)methyl)-N-(2-(2,6-dioxopiperidin-3-yl)-1,3-dioxoisoindolin-4-yl)formamide ClC1=CC=C(C=C1)C=1OC(=CN1)CN(C=O)C1=C2C(N(C(C2=CC=C1)=O)C1C(NC(CC1)=O)=O)=O